C[C@H](CC/C=C(\\C)/C(=O)SCCNC(=O)CCNC(=O)[C@@H](C(C)(C)COP(=O)(O)OP(=O)(O)OC[C@@H]1[C@H]([C@H]([C@@H](O1)N2C=NC3=C(N=CN=C32)N)O)OP(=O)(O)O)O)[C@H]4CC[C@@H]5[C@@]4(CC[C@H]6[C@H]5[C@@H](C[C@H]7[C@@]6(CC[C@H](C7)O)C)O)C The molecule is a steroidal acyl-CoA that results from the formal condensation of the thiol group of coenzyme A with the carboxy group of (24E)-3alpha,7alpha-dihydroxy-5beta-cholest-24-en-26-oic acid. It has a role as a human metabolite. It is a conjugate acid of a (24E)-3alpha,7alpha-dihydroxy-5beta-cholest-24-en-26-oyl-CoA(4-).